3,5-dichlorobenzenediazonium tetrafluoroborate F[B-](F)(F)F.ClC=1C=C(C=C(C1)Cl)[N+]#N